FC(OC1=CC=C(N=N1)CNC(C)C1=NC=CC=N1)F N-((6-(difluoromethoxy)pyridazin-3-yl)methyl)-1-(pyrimidin-2-yl)ethan-1-amine